8-(1-methyl-1H-pyrazol-4-yl)-6-(4-(trifluoromethyl)phenyl)-2,3-dihydropyrido[3,4-d]Pyrimidin-4(1H)-one CN1N=CC(=C1)C1=NC(=CC2=C1NCNC2=O)C2=CC=C(C=C2)C(F)(F)F